tert-butyl ((5-((R)-1-((1S,3S,5S)-5-(azidomethyl)-2-((9,9-difluoro-9H-fluorene-3-carbonyl)glycyl)-2-azabicyclo[3.1.0]hexane-3-carboxamido) ethyl)thiophen-3-yl)(imino)methyl)carbamate N(=[N+]=[N-])C[C@@]12C[C@H](N([C@H]2C1)C(CNC(=O)C=1C=CC=2C(C3=CC=CC=C3C2C1)(F)F)=O)C(=O)N[C@H](C)C1=CC(=CS1)C(=N)NC(OC(C)(C)C)=O